C1(=CC=C(C2=CC=CC=C12)CC(=O)O)CC(=O)O 4-naphthalenediacetic acid